[Na].CC1=CC=C(C=C1)C1(OC(=CC1)C1=CC=C(C=C1)C)CCCCCCCC\C=C/CCCCCCCC(=O)NCOC1=CC=CC=C1 2,5-bis(4-methylphenyl)furanoleamidomethoxybenzene sodium